FC(CNC(=O)C1=CN=C2N1C=C(C=C2)C2=CNC=1N=C(N=CC12)NC(C)C)F N-(2,2-difluoroethyl)-6-(2-(isopropylamino)-7H-pyrrolo[2,3-d]pyrimidin-5-yl)imidazo[1,2-a]pyridine-3-carboxamide